N-phenylthiocarbamic acid (dinonylphenyl) ester C(CCCCCCCC)C=1C(=C(C=CC1)OC(NC1=CC=CC=C1)=S)CCCCCCCCC